(3-(3-(aminomethyl)phenyl)-6-(3-chlorophenyl)-5-methylpyrazin-2-yl)methanol NCC=1C=C(C=CC1)C=1C(=NC(=C(N1)C)C1=CC(=CC=C1)Cl)CO